N6-cis-hydroxy-isopentenyl-adenosine OC1([C@@](O[C@@H]([C@H]1O)CO)(N1C=NC=2C(N)=NC=NC12)CCC(=C)C)O